O=C1NC(CCC1N1C(C2=CC=C(C=C2C1=O)N1CCC(CC1)CN1CCC(CC1)NC(OC(C)(C)C)=O)=O)=O tert-butyl (1-((1-(2-(2,6-dioxopiperidin-3-yl)-1,3-dioxoisoindolin-5-yl)piperidin-4-yl)methyl)piperidin-4-yl)carbamate